ClC=1C=C(C=C(C1)Cl)N1C(CC[C@H]1C1=NC2=C(N1[C@H]1CN(CC1)S(=O)(=O)C)C=CC(=C2)C=2C(=NOC2C)C)=O (S)-1-(3,5-dichlorophenyl)-5-(5-(3,5-dimethylisoxazol-4-yl)-1-((R)-1-(methylsulfonyl)pyrrolidin-3-yl)-1H-benzo[d]imidazol-2-yl)pyrrolidin-2-one